FC(C1=C(C=NC=C1)C1=CC=C(N=N1)C1NCC2C1CC(C2)N)(F)F (6-(4-(trifluoromethyl)pyridin-3-yl)pyridazin-3-yl)octahydrocyclopenta[c]pyrrol-5-amine